(S)-2-(4-fluoro-3,5-dimethylbenzyl)-6-(((R)-1-(5-fluoropyridin-2-yl)ethyl)amino)-N-hydroxyhexanamide FC1=C(C=C(C[C@@H](C(=O)NO)CCCCN[C@H](C)C2=NC=C(C=C2)F)C=C1C)C